C(C)(=O)NCC1=C2C=CNC2=CC=C1OC=1C=C(C=CC1)C=1NC(=CN1)C(=O)C=1C=C(C=CC1)CCC(=O)OC methyl 3-(3-(2-(3-((4-(acetamidomethyl)-1H-indol-5-yl)oxy)phenyl)-1H-imidazole-5-carbonyl)phenyl)propanoate